5-(1'-isopropyl-6'-oxo-1',6'-dihydro-[3,3'-bipyridin]-5-yl)-1,7-dimethylindolin-2-one C(C)(C)N1C=C(C=CC1=O)C=1C=NC=C(C1)C=1C=C2CC(N(C2=C(C1)C)C)=O